[Na+].S(=O)(=O)([O-])C=CC1=CC=CC=C1 (sulfostyrene), sodium salt